2-(ethylthio)-6-methyl-N-(3-phenylpropyl)thieno[2,3-d]pyrimidin-4-amine C(C)SC=1N=C(C2=C(N1)SC(=C2)C)NCCCC2=CC=CC=C2